(S)-(-)-propylene carbonate C[C@H]1COC(=O)O1